FC(C)(F)C1=NC(=CC(=N1)C1=CN(C2=CN=C(C=C21)NC(C)=O)C(F)(F)F)C N-(3-(2-(1,1-difluoroethyl)-6-methylpyrimidin-4-yl)-1-(trifluoromethyl)-1H-pyrrolo[2,3-c]pyridin-5-yl)acetamide